COC1=C(C(=O)OCCC(COS(=O)(=O)ON2[C@@H]3CC[C@H](N(C2=O)C3)C(N)=O)(C)C)C(=CC=C1)OC 4-(((((1R,2S,5R)-2-carbamoyl-7-oxo-1,6-diazabicyclo[3.2.1]octan-6-yl)oxy)sulfonyl)oxy)-3,3-dimethylbutyl 2,6-dimethoxybenzoate